5-(5-amino-6-((1-(1-methylpiperidin-4-yl)-1H-pyrazol-4-yl)oxy)pyrazin-2-yl)-3-fluoro-N,2-dimethylbenzenesulfonamide NC=1N=CC(=NC1OC=1C=NN(C1)C1CCN(CC1)C)C=1C=C(C(=C(C1)S(=O)(=O)NC)C)F